2-(1-(2-fluorobenzyl)-5-(isoxazol-3-yl)-1H-pyrazol-3-yl)pyrimidin-4(3H)-one FC1=C(CN2N=C(C=C2C2=NOC=C2)C2=NC=CC(N2)=O)C=CC=C1